2,5-difluoro-4-methoxybenzoic acid FC1=C(C(=O)O)C=C(C(=C1)OC)F